ClC=1C=C(C2=C(C=CC=C2C1)C#C)C1=C(C=2N=CN=C(C2C=N1)N1[C@@H]2CCN([C@@H]2C1)C(C=C)=O)F 1-((1R,5R)-6-(7-(3-chloro-8-ethynylnaphthalen-1-yl)-8-fluoropyrido[4,3-d]pyrimidin-4-yl)-2,6-diazabicyclo[3.2.0]heptan-2-yl)prop-2-en-1-one